ClC1CCC(OCC1)=O 5-chlorooxepan-2-one